5-chloro-6-(difluoromethoxy)-N-[(4-ethoxypyrimidin-5-yl)methyl]pyridine-3-carboxamide ClC=1C=C(C=NC1OC(F)F)C(=O)NCC=1C(=NC=NC1)OCC